1-(3-butenyl)-3-(4-hydroxy-3-methoxybenzyl)thiourea C(CC=C)NC(=S)NCC1=CC(=C(C=C1)O)OC